2-(4-(((4aR,10bR)-4-propyl-3,4,4a,10b-tetrahydro-2H,5H-chromeno[4,3-b][1,4]oxazin-9-yl)oxy)butyl)isoindoline-1,3-dione C(CC)N1[C@H]2[C@H](OCC1)C=1C=C(C=CC1OC2)OCCCCN2C(C1=CC=CC=C1C2=O)=O